2-(4-(3-(1-(5-chloropyrimidin-2-yl)piperidin-4-yl)propoxy)-2-fluorophenyl)-1-(5-((2S,3R,4R,5R)-2,3,4,5,6-pentahydroxyhexyl)-2,5-diazabicyclo[2.2.2]octan-2-yl)ethan-1-one ClC=1C=NC(=NC1)N1CCC(CC1)CCCOC1=CC(=C(C=C1)CC(=O)N1C2CN(C(C1)CC2)C[C@@H]([C@H]([C@@H]([C@@H](CO)O)O)O)O)F